FC1(CCN(CC1)CCC1N(COC1=O)C(=O)[O-])F 4-(2-(4,4-difluoropiperidin-1-yl) ethyl)-5-oxooxazolidine-3-carboxylate